ClC=1C(=C(C=C(C1)F)[C@H](C)N(C(OC(C)(C)C)=O)CCO)COC1=CC=C(C=C1)OC (S)-tert-Butyl 1-(3-chloro-5-fluoro-2-((4-methoxyphenoxy)methyl)phenyl)ethyl(2-hydroxyethyl)carbamate